C(C)(C)(C)OC(=O)N1C(CC=CCC1)C1=CC=C(C=C1)C#N (4-cyanophenyl)-2,3,6,7-tetrahydro-1H-azepine-1-carboxylic acid tert-butyl ester